2-[2-[2-[2-[[2-(2,6-Dioxo-3-piperidyl)-1,3-dioxo-isoindolin-4-yl]amino]ethoxy]ethoxyethoxy]ethyl]-4-nitro-pyrazole-3-carboxamide O=C1NC(CCC1N1C(C2=CC=CC(=C2C1=O)NCCOCCOCCOCCN1N=CC(=C1C(=O)N)[N+](=O)[O-])=O)=O